BrC=1C=C(C=2N(C1)N=CC2C#N)O[C@H](C)C2=NC=CC=C2 6-bromo-4-[(1R)-1-(pyridin-2-yl)ethoxy]pyrazolo[1,5-a]pyridine-3-carbonitrile